Cl.S1C=NC=C1C#N 1,3-thiazole-5-carbonitrile hydrochloride